CS(=O)(=O)OCCOCCOCCOCCOCCOS(=O)(=O)C 3,6,9,12-tetraoxatetradecane-1,14-diyl dimethanesulfonate